cyclopent-1-ene-1,2-dicarboxylic acid dimethyl ester COC(=O)C1=C(CCC1)C(=O)OC